5-((8-chloroimidazo[1,2-a]pyridin-7-yl)thio)-3-(hydroxymethyl)-6-methyl-pyrazine ClC=1C=2N(C=CC1SC=1N=C(C=NC1C)CO)C=CN2